tert-butyl N-[1-(3-vinylphenyl) sulfonyl-4-piperidinyl]-carbamate C(=C)C=1C=C(C=CC1)S(=O)(=O)N1CCC(CC1)NC(OC(C)(C)C)=O